4,4'-bishydroxymethylbiphenyl OCC1=CC=C(C=C1)C1=CC=C(C=C1)CO